C1(CC1)/C=C/C1=CC=C(C(=N1)C1=NC2=C(C=NC(=C2)C(F)(F)F)N1C)S(=O)(=O)CC 2-{6-[(E)-2-Cyclopropylvinyl]-3-(ethylsulfonyl)pyridin-2-yl}-3-methyl-6-(trifluoromethyl)-3H-imidazo[4,5-c]pyridine